6-(6-(((1r,2r,3s,5s)-2-fluoro-1,5-dimethyl-8-azabicyclo[3.2.1]oct-3-yl)oxy)pyridazin-3-yl)-7-hydroxy-3-methylquinazolin-4(3H)-one F[C@@H]1[C@]2(CC[C@@](C[C@@H]1OC1=CC=C(N=N1)C=1C=C3C(N(C=NC3=CC1O)C)=O)(N2)C)C